4-[2-bromo-6-(methylcarbamoyl)-3-pyridinyl]piperazine-1-carboxylic acid tert-butyl ester C(C)(C)(C)OC(=O)N1CCN(CC1)C=1C(=NC(=CC1)C(NC)=O)Br